C(C)C(C(=O)O)(CC)O 2-ethyl-2-hydroxybutyric acid